(3R)-1-(4-bromo-2-(difluoromethoxy)phenyl)-2-(2,2-difluoropropyl)-3-methyl-2,3,4,9-tetrahydro-1H-pyrido[3,4-b]indole BrC1=CC(=C(C=C1)C1N([C@@H](CC2=C1NC1=CC=CC=C21)C)CC(C)(F)F)OC(F)F